CC1=NN=C(O1)NC(=O)C1=NC=NC(=C1)C1=CC(=CC=C1)Br 6-(3-bromo-phenyl)-pyrimidine-4-carboxylic acid (5-methyl-[1,3,4]oxadiazol-2-yl)-amide